2,4-dichloro-5-hydroxylamino-pyrimidine ClC1=NC=C(C(=N1)Cl)NO